N-(1-phenethylpiperidin-4-yl)-N-phenylfuran-3-carboxamide C(CC1=CC=CC=C1)N1CCC(CC1)N(C(=O)C1=COC=C1)C1=CC=CC=C1